C(C)(C)(C)OC(=O)NCC1=CC=C(C=C1)B(O)O 4-((tert-butoxycarbonylamino)methyl)phenylboronic acid